2-((((1-([1,1'-biphenyl]-2-yloxy)-3-([1,1'-biphenyl]-4-yloxy)propan-2-yl)oxy)carbonyl)amino)ethyl methacrylate C(C(=C)C)(=O)OCCNC(=O)OC(COC1=C(C=CC=C1)C1=CC=CC=C1)COC1=CC=C(C=C1)C1=CC=CC=C1